(R)-2-amino-1-(4-(6-(1-methyl-1H-pyrazol-4-yl)pyrazolo[1,5-a]pyridin-3-yl)piperazin-1-yl)-3-phenylpropan-1-one N[C@@H](C(=O)N1CCN(CC1)C=1C=NN2C1C=CC(=C2)C=2C=NN(C2)C)CC2=CC=CC=C2